ClC1=CC=C(COC2=NN=C(S2)NC(=O)C=2C(=CC(=NC2)C(=O)NC)N2CCNC(CC2)=O)C=C1 N5-(5-((4-chlorobenzyl)oxy)-1,3,4-thiadiazol-2-yl)-N2-methyl-4-(5-oxo-1,4-diazepan-1-yl)pyridine-2,5-dicarboxamide